C(CCCCCNC(=O)NCCO)NC(=O)NCCO 1,1'-(hexane-1,6-diyl)bis(3-(2-hydroxyethyl)urea)